CN1N=CC=C1N1CC=2C=NC=CC2C1=O 2-(1-methyl-1H-pyrazol-5-yl)-2,3-dihydro-1H-pyrrolo[3,4-c]pyridin-1-one